OC=1C=C2C(N(N(C2=C2C1C=CC=C2)C2=CC=CC=C2)CC)=O 5-hydroxy-2-ethyl-1-phenyl-1H-benzo[g]indazol-3(2H)-one